6-FORMYL-8-FLUORO-2H-1,4-BENZOXAZIN-3(4H)-ONE C(=O)C=1C=C(C2=C(NC(CO2)=O)C1)F